phenylbicyclo[2.2.1]hept-2-ene C1(=CC=CC=C1)C12C=CC(CC1)C2